2-[3-(2-aminoethyl)phenoxy]-N,N-dimethylethan-1-amine NCCC=1C=C(OCCN(C)C)C=CC1